N-(4-(4-amino-3-(3-fluoro-4-((4-methylpyrimidin-2-yl)oxy)phenyl)-1-methyl-1H-pyrrolo[3,2-c]pyridin-2-yl)phenyl)methacrylamide NC1=NC=CC2=C1C(=C(N2C)C2=CC=C(C=C2)NC(C(=C)C)=O)C2=CC(=C(C=C2)OC2=NC=CC(=N2)C)F